ClC1=CC=CC(N1C1(CC1)C(=O)N[C@H](C(=O)O)CCN(CCCCC1=NC=2NCCCC2C=C1)CCOC1CC1)=O (S)-2-(1-(6-chloro-2-oxopyridin-1(2H)-yl)cyclopropane-1-carboxamido)-4-((2-cyclopropoxyethyl)(4-(5,6,7,8-tetrahydro-1,8-naphthyridin-2-yl)butyl)amino)butanoic acid